(biphenylyl)(Dibenzofuranylphenyl)(tert-butylspirobifluorenyl)amine C1(=C(C=CC=C1)N(C=1C2(C3=CC4=CC=CC=C4C3=CC1C(C)(C)C)C=CC=C1C3=CC=CC=C3C=C12)C1=C(C=CC=C1)C1=CC=CC=2OC3=C(C21)C=CC=C3)C3=CC=CC=C3